FC(CO)(C(F)F)F 2,2,3,3-Tetrafluoropropanol